4-((1s,4s)-4-(4-Amino-3-(4-phenoxyphenyl)-1H-pyrazolo[3,4-d]pyrimidin-1-yl)cyclohexyl)piperazine-1-carboxylic acid tert-butyl ester C(C)(C)(C)OC(=O)N1CCN(CC1)C1CCC(CC1)N1N=C(C=2C1=NC=NC2N)C2=CC=C(C=C2)OC2=CC=CC=C2